C(C1=CC=CC=C1)(=O)OC(CCC)(CC(CCC)(OC(C1=CC=CC=C1)=O)C)CC 6-methyl-4-ethyl-4,6-nonanediol dibenzoate